N~2~-benzyl-N~2~-(3-chlorobenzyl)-N-((1R,2R,4S)-7-cyano-7-azabicyclo[2.2.1]heptan-2-yl)glycinamide C(C1=CC=CC=C1)N(CC(=O)N[C@H]1[C@H]2CC[C@@H](C1)N2C#N)CC2=CC(=CC=C2)Cl